3,5-bis(chloromethyl)-2,4,6-triphenylbenzyl alcohol ClCC=1C(=C(CO)C(=C(C1C1=CC=CC=C1)CCl)C1=CC=CC=C1)C1=CC=CC=C1